4-BOC-1-(6-bromo-2-pyridinyl)piperazine C(=O)(OC(C)(C)C)N1CCN(CC1)C1=NC(=CC=C1)Br